ClC1=NC=C(C(=C1)N[C@H](CCO)C)C#CC=1C=NN(C1)C(F)(F)F (S)-3-((2-Chloro-5-((1-(trifluoromethyl)-1H-pyrazol-4-yl)ethynyl)pyridin-4-yl)amino)butan-1-ol